F[P-](F)(F)(F)(F)F.[Co+2].[Li+].F[P-](F)(F)(F)(F)F.F[P-](F)(F)(F)(F)F lithium cobalt hexafluorophosphate